(S)-2-ethyl-4-(1-(4-fluorophenyl)ethylamino)-2,3-dihydro-1H-pyrrolo[3,4-c]pyridin-1-one C(C)N1CC=2C(=NC=CC2C1=O)N[C@@H](C)C1=CC=C(C=C1)F